2-Ethyl-N4-(((1s,4s)-1-hydroxy-4-(methylsulfonyl)cyclohexyl)methyl)-1-(4-(3,3,3-trifluoro-2,2-dimethylpropyl)-2-(trifluoromethoxy)phenyl)-1H-imidazole-4,5-dicarboxamide C(C)C=1N(C(=C(N1)C(=O)NCC1(CCC(CC1)S(=O)(=O)C)O)C(=O)N)C1=C(C=C(C=C1)CC(C(F)(F)F)(C)C)OC(F)(F)F